tert-butyl 4-[(1E)-3-(tert-butoxy)-3-oxoprop-1-en-1-yl]piperidine-1-carboxylate C(C)(C)(C)OC(/C=C/C1CCN(CC1)C(=O)OC(C)(C)C)=O